1-(4-(3-fluoro-5-(trifluoromethyl)benzyl)pyridin-2-yl)-5,6,7,8-tetrahydropyrazolo[4,3-c]azepin-4(1H)-one FC=1C=C(CC2=CC(=NC=C2)N2N=CC=3C(NCCCC32)=O)C=C(C1)C(F)(F)F